BrC1=C(C(=CC(=C1)C(C(F)(F)F)(C(F)(F)F)F)C(F)(F)F)NC(=O)C=1C(=C(C=CC1)N(C(=O)C1=CC2=CC=CC=C2C=C1)C)F N-(3-((2-bromo-4-(perfluoropropan-2-yl)-6-(trifluoromethyl)phenyl)carbamoyl)-2-fluorophenyl)-N-methyl-2-naphthalamide